O-((2R,3R,4S,5R)-4-(benzyloxy)-5-((benzyloxy)methyl)-2-(5-fluoro-2,4-dioxo-3,4-dihydropyrimidin-1(2H)-yl)-5-methyltetrahydrofuran-3-yl) O-phenyl carbonothioate C(O[C@H]1[C@@H](O[C@]([C@H]1OCC1=CC=CC=C1)(C)COCC1=CC=CC=C1)N1C(NC(C(=C1)F)=O)=O)(OC1=CC=CC=C1)=S